2-((3,5-dichlorophenyl)amino)-5-methoxyquinazolin-4(3H)-one ClC=1C=C(C=C(C1)Cl)NC1=NC2=CC=CC(=C2C(N1)=O)OC